1,2-di-octadecenyl-sn-glycero-3-phosphorylcholine C(=CCCCCCCCCCCCCCCCC)OC[C@@H](OC=CCCCCCCCCCCCCCCCC)COP(=O)(O)OCC[N+](C)(C)C